ClC1=NN2C(N=C(C=C2)N2[C@H](CC(C2)=O)C2=C(C=CC(=C2)F)F)=C1NC(=O)N[C@H]1[C@@H](C1)O 1-(2-chloro-5-((R)-2-(2,5-difluorophenyl)-4-oxopyrrolidin-1-yl)pyrazolo[1,5-a]pyrimidin-3-yl)-3-((1R,2R)-2-hydroxycyclopropyl)urea